C(C1=CC=CC=C1)[C@@H]1N(CC[C@H]1OC)C(=O)OC(C)(C)C tert-butyl (2S,3R)-2-benzyl-3-methoxypyrrolidine-1-carboxylate